OC1=C(C=C(C=C1)C=O)C=O 4-hydroxy-m-benzenedicarboxaldehyde